(1-((2r,4r,5r)-3,3-difluoro-4-hydroxy-5-(hydroxymethyl)tetrahydrofuran-2-yl)-2-oxo-1,2-dihydropyrimidin-4-yl)-6-phenylpyridinecarboxamide FC1([C@@H](O[C@@H]([C@H]1O)CO)N1C(N=C(C=C1)C=1C(=NC(=CC1)C1=CC=CC=C1)C(=O)N)=O)F